C(#N)C=1C2=C(SC1NC(OC(C)(C)C)=O)C=CC(=C2C=2C1=C(C=3C=NC(=NC3C2F)N2C[C@@H]([C@H](C2)N(C)C(C)C)O)COC1)F tert-Butyl (3-cyano-5-fluoro-4-(5-fluoro-3-((3S,4S)-3-hydroxy-4-(isopropyl(methyl)amino) pyrrolidin-1-yl)-7,9-dihydrofuro[3,4-f]quinazolin-6-yl)benzo[b]thiophen-2-yl)carbamate